(1,1-dimethylsilinan-4-yl)-2-methyl-4H-pyrrolo[3,2-d]thiazole-5-carboxamide C[Si]1(CCC(CC1)N1C(=CC=2N=C(SC21)C)C(=O)N)C